FC1=C(COC2=CC=CC(=N2)C2CCN(CC2)CC2=NC3=C(N2C[C@H]2OCC2)C=C(C=C3)C(=O)O)C=CC(=C1)C(NC)=O (S)-2-((4-(6-((2-Fluoro-4-(methylcarbamoyl)benzyl)oxy)pyridin-2-yl)piperidin-1-yl)methyl)-1-(oxetan-2-ylmethyl)-1H-benzo[d]imidazole-6-carboxylic acid